N-(3-bromophenyl)-5-pentylpicolinamide hydrogen chloride Cl.BrC=1C=C(C=CC1)NC(C1=NC=C(C=C1)CCCCC)=O